COC[C@H](C(=O)O)N1CCN(CC1)C (2R)-3-methoxy-2-(4-methylpiperazin-1-yl)propanoic acid